di-isobutyl-4-methoxy-1,4-cyclohexadiene-1,2-dicarboxylic acid C(C(C)C)C1(C(=C(CC=C1OC)C(=O)O)C(=O)O)CC(C)C